ClC1=C(C=CC(=C1)Cl)C[C@H]([C@@H](C(C)(C)C)O)N1N=CN=C1 |r| (2RS,3RS)-1-(2,4-dichlorophenyl)-4,4-dimethyl-2-(1H-1,2,4-triazol-1-yl)pentan-3-ol